2'-O-hexadecyladenosine C(CCCCCCCCCCCCCCC)O[C@H]1[C@@H](O[C@@H]([C@H]1O)CO)N1C=NC=2C(N)=NC=NC12